COC(=O)C=1C(N(C2=CC(=CC=C2C1N)C(F)(F)F)C1=CC=C(C=C1)[C@@H](C)O)=O 4-Amino-1-(4-(1-(R)-hydroxyethyl)phenyl)-2-oxo-7-(trifluoromethyl)-1,2-dihydroquinoline-3-carboxylic acid methyl ester